6-(2,6-Dichlorophenyl)-2-((3-bromo-4-(4-(dimethylamino)piperidin-1-yl)phenyl)amino)-8,9-dihydroimidazo[1,2-a]pyrimido[5,4-e]pyrimidin-5(6H)-one ClC1=C(C(=CC=C1)Cl)N1C=2N(C3=C(C1=O)C=NC(=N3)NC3=CC(=C(C=C3)N3CCC(CC3)N(C)C)Br)CCN2